Isododecyl methacrylate C(C(=C)C)(=O)OCCCCCCCCCC(C)C